4-[5-(5-fluoro-4-methyl-1H-indole-2-carbonyl)-4H,5H,6H,7H-pyrazolo[1,5-a]pyrazine-3-carbonyl]-4-azaspiro[2.5]octan-7-ol FC=1C(=C2C=C(NC2=CC1)C(=O)N1CC=2N(CC1)N=CC2C(=O)N2C1(CC1)CC(CC2)O)C